C(#C)C1(CCC1)NC(OC(C)(C)C)=O tert-butyl N-(1-ethynylcyclobutyl)carbamate